ethyl-ammonium chloride [Cl-].C(C)[NH3+]